ClC1=CC=C(C=N1)NC1=NC=CC2=CC(=CC=C12)OCC(F)F N-(6-chloropyridin-3-yl)-6-(2,2-difluoroethoxy)isoquinolin-1-amine